6,7-difluoro-2-methylquinoxaline FC=1C=C2N=CC(=NC2=CC1F)C